5-amino-2,4-diketo-1H-pyrimidine-6-carboxylic acid NC=1C(NC(NC1C(=O)O)=O)=O